C(C)C1=CC(=NC=C1)NC=1SC2=C(N1)C=CC(=C2)C2=CN=CO2 N-(4-ethylpyridin-2-yl)-6-(oxazol-5-yl)benzo[d]thiazol-2-amine